COC(CN(CC(=O)OC)C1=C(C=C(C=C1)C)OCCOC1=C(C=CC=C1)NC(C(=O)OC)C(=O)OC)=O ((2-(2-(2-(di-methoxycarbonylmethyl-amino)-phenoxy)-ethoxy)-4-methylphenyl)-methoxycarbonylmethyl-amino)-acetic acid methyl ester